C(C)(C)(C)C1=CC=C(N)C=C1 4-(t-butyl)aniline